N-(p-toluenesulfonamido)-N'-phenyl-p-phenylenediamine CC1=CC=C(C=C1)S(=O)(=O)NNC1=CC=C(C=C1)NC1=CC=CC=C1